(R)-7-(3-amino-4-(2,4,5-trifluorophenyl)butanoyl)-N-(2-(2-(2-azidoethoxy)ethoxy)ethyl)-3-(trifluoromethyl)-5,6,7,8-tetrahydroimidazo[1,5-a]pyrazine-1-carboxamide N[C@@H](CC(=O)N1CC=2N(CC1)C(=NC2C(=O)NCCOCCOCCN=[N+]=[N-])C(F)(F)F)CC2=C(C=C(C(=C2)F)F)F